2-(5-(2-(dimethylamino)ethyl)-3-fluoro-2-oxopyridin-1(2H)-yl)-4-methylpentanoic acid CN(CCC=1C=C(C(N(C1)C(C(=O)O)CC(C)C)=O)F)C